(R)-1-(4-(3-(5-amino-9-fluoro-8-methoxy-[1,2,4]triazolo[1,5-c]quinazolin-2-yl)piperidin-1-yl)-5-methyl-1H-pyrazol-1-yl)-2-methylpropan-2-ol NC1=NC=2C=C(C(=CC2C=2N1N=C(N2)[C@H]2CN(CCC2)C=2C=NN(C2C)CC(C)(O)C)F)OC